N1(C=NC=C1)CC=1C=C(C=CC1)CN (3-((1H-imidazol-1-yl)methyl)phenyl)methylamine